C(C)SC1=NC(=CC(=C1C(=O)NCC1=CC(=CC=C1)F)C)N1CCC(CC1)OC 2-Ethylsulfanyl-N-[(3-fluorophenyl)-methyl]-6-(4-methoxy-piperidin-1-yl)-4-methyl-pyridine-3-carboxylic acid amide